(4-ACETYLPHENYL)ACETIC ACID C(C)(=O)C1=CC=C(C=C1)CC(=O)O